3-methyl-5-amino-((s-triazin-2-yl)amino)-3-phenylcoumarin CC1(C(OC2=CC=CC(=C2C1NC1=NC=NC=N1)N)=O)C1=CC=CC=C1